N'-(3,5-dimethoxybenzyl)-6-(4-ethoxyphenyl)-N'-methylpyrazine-2-carbohydrazide COC=1C=C(CN(NC(=O)C2=NC(=CN=C2)C2=CC=C(C=C2)OCC)C)C=C(C1)OC